tert-butyl 6-((isopropoxy)methyl)-2-(methoxymethoxy)-3-vinylbenzoate C(C)(C)OCC1=CC=C(C(=C1C(=O)OC(C)(C)C)OCOC)C=C